3-{5-[4-({[(1S,2S)-2-{[2-amino-5-(1-methyl-1H-pyrazol-4-yl)pyridine-3-carbonyl]amino}cyclopentyl]oxy}methyl)phenyl]-1H-indol-1-yl}propanoic acid NC1=NC=C(C=C1C(=O)N[C@@H]1[C@H](CCC1)OCC1=CC=C(C=C1)C=1C=C2C=CN(C2=CC1)CCC(=O)O)C=1C=NN(C1)C